FC=1C=C(C=CC1N=C(C)CC(C)C)O 3-fluoro-4-((4-methylpentan-2-ylidene)amino)phenol